NC1=C2C(NC=N1)=CC=N2 4-aminopyrrolo[3,2-D]pyrimidine